[Si](OC(=C(CC)CC)CC)([O-])([O-])[O-] triethylvinyl silicate